C(#N)CC1(CC1)CNC=1C=C(C(=O)[O-])C=CC1[N+](=O)[O-] 3-(((1-(cyanomethyl)cyclopropyl)methyl)amino)-4-nitrobenzoate